C(C1=CC=CC=C1)(=O)OC=1C=C(C=C2C(N(C(S2)=S)CC(=O)O)=O)C=CC1 {5-[3-(benzoyloxy)benzylidene]-4-oxo-2-thioxo-1,3-thiazolidin-3-yl}acetic acid